C1(CC1)C=1C=C(C=2N(C1)C=C(N2)CNC2=CN=CC(=N2)NC(=O)[C@@H]2[C@H](C2)C2=NC=CC(=N2)C)N2C(N(C(C2)=O)C)=O |r| rac-(1S*,2S*)-N-(6-(((6-cyclopropyl-8-(3-methyl-2,4-dioxoimidazolidin-1-yl)imidazo[1,2-a]pyridin-2-yl)methyl)amino)pyrazin-2-yl)-2-(4-methyl-pyrimidin-2-yl)cyclopropane-1-carboxamide